O.C(CC)(O)O propandiol hydrate